CC=1N=C(SC1)N1C=C(C=C(C1=O)O[C@H]1COCC1)C(=O)N[C@H](C)C=1C=NC(=NC1)C(F)(F)F 1-(4-methylthiazol-2-yl)-6-oxo-5-((R)-tetrahydrofuran-3-oxy)-N-((R)-1-(2-(trifluoromethyl)pyrimidin-5-yl)ethyl)-1,6-dihydropyridine-3-carboxamide